OC[C@@H]1CN(CCO1)C1=CC=C(N=N1)C1=C(C=CC(=C1C)C)O 2-[6-[(2S)-2-(hydroxymethyl)morpholin-4-yl]pyridazin-3-yl]-3,4-dimethylphenol